CC=1C=C2C=CC=C(C2=CC1)C1=CC=CC2=CC(=CC=C12)C 6,6'-Dimethyl-1,1'-binaphthalin